C(C=C)(=O)[O-].[Ag+] Silver acrylate salt